O[C@H]1C[C@@]2([C@H](CCC2C2C1[C@]1(CCC(N(C1CC2)C)=O)C)OC)C (4aR,5S,6aS,7S)-5-hydroxy-7-methoxy-1,4a,6a-trimethylhexadecahydro-2H-indeno[5,4-f]quinolin-2-one